3-methoxy-2-methyl-pyridin-4-amine COC=1C(=NC=CC1N)C